O=S1(CCN(CC2=C1C=CC=C2)C2=NC1=CC=C(C=C1C(=N2)NC2CC(C2)NC(OC(C)(C)C)=O)C)=O Tert-butyl (3-((2-(1,1-dioxido-2,3-dihydrobenzo[f][1,4]thiazepine-4(5H)-yl)-6-methyl-quinazolin-4-yl)amino)cyclobutyl)carbamate